2-(2-methylpropoxy)pyridine CC(COC1=NC=CC=C1)C